CC=1C=NC2=CC=CC(=C2C1)N[C@H]1CNCC1 (3R)-3-[(3-methyl-5-quinolyl)amino]Pyrrolidine